tert-butyl {2-[({[(2S,5R)-6-hydroxy-7-oxo-1,6-diazabicyclo[3.2.1]oct-2-yl]carbonyl}-amino)oxy]ethyl}carbamate ON1[C@@H]2CC[C@H](N(C1=O)C2)C(=O)NOCCNC(OC(C)(C)C)=O